COC1=CC=C(C=C1)NC(=O)C1CCC(CC1)N1C(NC2=C(C1)C(=CC=N2)C)=O (1s,4s)-N-(4-Methoxyphenyl)-4-(5-methyl-2-oxo-1,2-dihydropyrido[2,3-d]pyrimidin-3(4H)-yl)cyclohexanecarboxamide